(E)-4-aminopent-3-en-2-one N/C(=C/C(C)=O)/C